5,7,4'-trihydroxy-6,8-diisopentenyl-isoflavone OC1=C2C(C(=COC2=C(C(=C1CCC(=C)C)O)CCC(=C)C)C1=CC=C(C=C1)O)=O